P(=O)(OCCCN(CCCCCCCC)CCCCCCCC)(OCCCCCCCCC)[O-] 3-(dioctylamino)propyl nonyl phosphate